dodecyl 3,5-di-tert-butyl-4-hydroxybenzoate C(C)(C)(C)C=1C=C(C(=O)OCCCCCCCCCCCC)C=C(C1O)C(C)(C)C